C(C)OC(=O)C=1C(=NC(=NC1)N1[C@@H](CCC1)CO)NCC1=CC(=C(C=C1)OC)Cl (S)-4-[(3-chloro-4-methoxybenzyl)amino]-2-[2-(hydroxymethyl)-1-pyrrolidinyl]Pyrimidine-5-carboxylic acid ethyl ester